(S)-(5-(4-fluoro-2-methylphenyl)-1,3,4-oxadiazol-2-yl)(4-(pyrazolo[1,5-a]pyridin-2-yl)-6,7-dihydro-1H-imidazo[4,5-c]pyridin-5(4H)-yl)methanone FC1=CC(=C(C=C1)C1=NN=C(O1)C(=O)N1[C@@H](C2=C(CC1)NC=N2)C2=NN1C(C=CC=C1)=C2)C